CN(C=O)C N,N-diMethyl-formamide